COCCN(CCC(C(=O)O)NC(=O)C1(CCC1)C1=CC=CC=C1)CCCCC1=NC=2NCCCC2C=C1 4-[2-methoxyethyl-[4-(5,6,7,8-tetrahydro-1,8-naphthyridin-2-yl)butyl]amino]-2-[(1-phenylcyclobutanecarbonyl)amino]butanoic acid